Trimethyl-[2-[4-(oxan-2-yloxy)phenyl]ethynyl]silane C[Si](C#CC1=CC=C(C=C1)OC1OCCCC1)(C)C